C1(CC1)OC1=C(C=C(C=N1)CNC(C1=C(C=CC(=C1)B1OC(C(O1)(C)C)(C)C)F)=O)F N-((6-cyclopropoxy-5-fluoropyridin-3-yl)methyl)-2-fluoro-5-(4,4,5,5-tetramethyl-1,3,2-dioxaborolan-2-yl)Benzamide